O1CCN(CC1)C1CC2(CC1)CCN(CC2)C(=O)OC(C)(C)C tert-butyl 2-morpholino-8-azaspiro[4.5]decane-8-carboxylate